10-Methacryloyl-oxydecyldihydrogenphosphat C(C(=C)C)(=O)OCCCCCCCCCCOP(=O)(O)O